O=C1N(C(C=C1)=O)CCNC(=O)C1=CC=C2C(OC3(C4=C(C=C(C=C4)N4CC(C4)C)[Si]4(CCCCC4)C4=C3C=CC(=C4)N4CC(C4)C)C2=C1)=O N-(2-(2,5-dioxo-2,5-dihydro-1H-pyrrol-1-yl)ethyl)-3',7'-bis(3-methylazetidin-1-yl)-3-oxo-3H-dispiro[isobenzofuran-1,10'-dibenzo[b,e]siline-5',1''-silinane]-6-carboxamide